methyl (2S)-2-[[(2S)-2-amino-4-methyl pentanoyl]amino]-3-[(3S)-2-oxopyrrolidin-3-yl]propanoate N[C@H](C(=O)N[C@H](C(=O)OC)C[C@H]1C(NCC1)=O)CC(C)C